2H-benzo[b][1,4]oxazine-6-carboxamide O1C2=C(N=CC1)C=C(C=C2)C(=O)N